NC1=NC(N(C=C1)[C@H]1C[C@@H](CO1)O)=O.[NH4+] ammonium (2R,3S,5R)-5-(4-amino-2-oxopyrimidin-1(2H)-yl)-3-hydroxytetrahydrofuran